(S)-(6-(3-methyl-1H-pyrrolo[2,3-b]pyridin-5-yl)-8-(pyrrolidin-2-yl)-3,4-dihydroisoQuinolin-2(1H)-yl)(pyrimidin-5-yl)methanone CC1=CNC2=NC=C(C=C21)C=2C=C1CCN(CC1=C(C2)[C@H]2NCCC2)C(=O)C=2C=NC=NC2